(S)-3-(3-isopropoxyphenyl)-2,7-dimethyl-4,5,6,7-tetrahydro-2H-pyrazolo[3,4-c]pyridine C(C)(C)OC=1C=C(C=CC1)C=1N(N=C2[C@@H](NCCC21)C)C